tris[2,4-di-tert-butyl-5-hydroxyphenyl] phosphite P(OC1=C(C=C(C(=C1)O)C(C)(C)C)C(C)(C)C)(OC1=C(C=C(C(=C1)O)C(C)(C)C)C(C)(C)C)OC1=C(C=C(C(=C1)O)C(C)(C)C)C(C)(C)C